C(C)(=O)OC1=NC=2C(=C3C(=NC2)N(C=C3)S(=O)(=O)C3=CC=C(C)C=C3)N1N1CC(C1)N 1-(1-(3-aminoazetidin-1-yl)-6-p-toluenesulfonyl-1,6-dihydroimidazo[4,5-d]pyrrolo[2,3-b]pyridin-2-yl) acetate